C(#N)/C(/C(=O)N(C)C(CCC)C=1C=C(C(=O)O)C=CC1)=C/C=1SC=CN1 (Z)-3-(1-(2-cyano-N-methyl-3-(thiazol-2-yl)acrylamido)butyl)benzoic acid